C(C)N(C(=O)C=1C=NN(C1C)C(C)CSC)C1=CN=NC=C1 N-ethyl-N-(pyridazin-4-yl)-1-(3-(methylsulfanyl)propan-2-yl)-5-methyl-1H-pyrazole-4-carboxamide